(9H-fluoren-9-yl)methyl[(2R,3S)-1-((5-cyclopropyl-6-(4-ethynyl-2-hydroxyphenyl)pyridazin-3-yl)amino)-3-hydroxy-1-oxobutane-2-yl]carbamate C1=CC=CC=2C3=CC=CC=C3C(C12)OC(N([C@@H](C(=O)NC=1N=NC(=C(C1)C1CC1)C1=C(C=C(C=C1)C#C)O)[C@H](C)O)C)=O